3,6-dideoxy-D-arabino-hexopyranose OC1[C@@H](O)C[C@H](O)[C@H](O1)C